NC(CC=1C=C(C(=O)O)C=C(C1OC)OC)=O 3-(2-amino-2-oxoethyl)-4,5-dimethoxy-benzoic acid